ClC1=C2C(=CC=NC2=CC(=C1)[N+](=O)[O-])OC1CCCCC1 5-chloro-4-(cyclohexyloxy)-7-nitroquinoline